2-(3-chlorophenyl)-2,2-difluoro-1-(pyridin-3-yl)ethan-1-ol ClC=1C=C(C=CC1)C(C(O)C=1C=NC=CC1)(F)F